bromo-2-propionylbenzoic acid ethyl ester C(C)OC(C1=C(C(=CC=C1)Br)C(CC)=O)=O